C(CCC)NCCC 3-n-Butylaminopropan